N[C@@H]1[C@@H](CCCC1)NC1=NC=2N(C=C1)N=CC2C(=O)NC=2C(=NN(C2)C(C)C)C(N)=O 5-{[(1R,2S)-2-Aminocyclohexyl]amino}-N-[3-carbamoyl-1-(1-methylethyl)-1H-pyrazol-4-yl]pyrazolo[1,5-a]pyrimidin-3-carboxamid